1'-[2-(4-difluoromethanesulfonylphenoxy)ethyl]-2-oxo-1,2-dihydrospiro[indole-3,4'-piperidine]-5-carbonitrile FC(S(=O)(=O)C1=CC=C(OCCN2CCC3(CC2)C(NC2=CC=C(C=C23)C#N)=O)C=C1)F